5-METHYL-3-(TRIFLUOROMETHYL)-1H-PYRROLE-2-CARBALDEHYDE CC1=CC(=C(N1)C=O)C(F)(F)F